methyl 2-(4-(3-bromo-2-fluorophenoxy)-1-methyl-1H-pyrazole-5-carbonyl)-1-(2,4-dimethylbenzyl)hydrazine-1-carboxylate BrC=1C(=C(OC=2C=NN(C2C(=O)NN(C(=O)OC)CC2=C(C=C(C=C2)C)C)C)C=CC1)F